sodium urea tert-butyl-4-(hydroxymethyl)-5,7-dimethyl-1H-indole-1-carboxylate C(C)(C)(C)OC(=O)N1C=CC2=C(C(=CC(=C12)C)C)CO.NC(=O)N.[Na]